FC1=CC(=CC2=C1OCC(N2)=O)B2OC(C(O2)(C)C)(C)C 8-Fluoro-6-(4,4,5,5-tetramethyl-1,3,2-dioxaborolan-2-yl)-2H-benzo[b][1,4]oxazin-3(4H)-one